NC1=C(C=CC=C1)CC(=O)NC=1C=C(C(=O)NC2=CC=C(C=C2)C(NC2=CC=CC=C2)=O)C=CC1 3-(2-(2-aminophenyl)acetamido)-N-(4-(phenylcarbamoyl)phenyl)benzamide